ClC1=CC=C(C=C1)[C@@]1(N(C(C2=CC(=CC(=C12)F)C(=O)C=1C=NN(C1)C)=O)CC1=NC=C(C=N1)Cl)OCC1(CC1)CO (R)-3-(4-chlorophenyl)-2-((5-chloropyrimidin-2-yl)methyl)-4-fluoro-3-((1-(hydroxymethyl)cyclopropyl)methoxy)-6-(1-methyl-1H-pyrazole-4-carbonyl)isoindolin-1-one